Benzyl (5S,8S,10aR)-8-[[(2S)-1-(tert-butoxy)-4-carbamoyl-1-oxobutan-2-yl]carbamoyl]-5-[(tert-butoxycarbonyl)amino]-6-oxo-octahydropyrrolo[1,2-a][1,5]diazocine-3-carboxylate C(C)(C)(C)OC([C@H](CCC(N)=O)NC(=O)[C@@H]1CC[C@H]2N1C([C@H](CN(CC2)C(=O)OCC2=CC=CC=C2)NC(=O)OC(C)(C)C)=O)=O